p-hydroxy-methylphenol OC1=CC(=C(C=C1)O)C